2-(4-fluorophenoxy)-N-[3-[5-[cis-3-(trifluoromethoxy)cyclobutyl]-1,3,4-oxadiazol-2-yl]-1-bicyclo[1.1.1]pentanyl]acetamide FC1=CC=C(OCC(=O)NC23CC(C2)(C3)C=3OC(=NN3)[C@@H]3C[C@@H](C3)OC(F)(F)F)C=C1